C(N)(=O)C[C@@H]1C(CN(CC1)C(=O)OC(C)(C)C)(F)F tert-butyl (4R)-4-(carbamoylmethyl)-3,3-difluoropiperidine-1-carboxylate